N-((3R,6S)-6-((2-(5-(2-((3R,5R)-3,5-dimethylmorpholine-4-carbonyl)-4-fluorophenoxy)pyrimidin-4-yl)-2,7-diazaspiro[3.5]nonan-7-yl)methyl)tetrahydro-2H-pyran-3-yl)cyclopropanesulfonamide C[C@H]1N([C@@H](COC1)C)C(=O)C1=C(OC=2C(=NC=NC2)N2CC3(C2)CCN(CC3)C[C@@H]3CC[C@H](CO3)NS(=O)(=O)C3CC3)C=CC(=C1)F